8-[(3S,5R)-3-methyl-5-[(4-piperazin-1-ylphenyl)methylamino]-1-piperidinyl]quinoxaline-5-carbonitrile C[C@@H]1CN(C[C@@H](C1)NCC1=CC=C(C=C1)N1CCNCC1)C1=CC=C(C=2N=CC=NC12)C#N